potassium 2-methyl-2-butoxide CCC(C)(C)[O-].[K+]